N-t-butylpiperazine-1-carboxamide C(C)(C)(C)NC(=O)N1CCNCC1